potassium metabisulfite sodium pyrosulfite S(=O)(=O)([O-])S(=O)[O-].[Na+].S(=O)(=O)(O)S(=O)O.[K+]